4-(4-fluoro-benzoimidazol-2-yl)-1,2,5-oxadiazol-3-amine FC1=CC=CC=2N=C(NC21)C=2C(=NON2)N